FC1=CC=CC=2N(C=NC21)C2=CC=C(N)C=C2 4-(4-fluoro-benzimidazol-1-yl)-aniline